α-D-ribose O[C@@H]1[C@H](O)[C@H](O)[C@H](O1)CO